sodium dicyclopentadiene diformate C(=O)[O-].C(=O)[O-].C1=CC=CC1.C1=CC=CC1.[Na+].[Na+]